(4S)-1-[3-[2-[(1-acetyl-4-piperidyl)amino]-5-fluoro-pyrimidin-4-yl]phenyl]-4-hydroxy-pyrrolidin-2-one C(C)(=O)N1CCC(CC1)NC1=NC=C(C(=N1)C=1C=C(C=CC1)N1C(C[C@@H](C1)O)=O)F